FC1=CC=C(OC2=NC(=C3C(=N2)N(N=C3)C)NC(=O)C=3SC(=CC3)[N+](=O)[O-])C=C1 N-(6-(4-fluorophenoxy)-1-methyl-1H-pyrazolo[3,4-d]pyrimidin-4-yl)-5-nitrothiophene-2-carboxamide